(2-methoxypyridin-3-yl)boranediol COC1=NC=CC=C1B(O)O